C1(=CC=CC=C1)NC1=CC(=C(C)C=C1)N phenyl-tolylenediamine